FC(C1CNCC12CN(C2)C2=NC(=CC1=C2N=C(N=C1)NC1CCN(CC1)S(=O)(=O)C)C)F 8-(8-(difluoromethyl)-2,6-diazaspiro[3.4]oct-2-yl)-6-methyl-N-(1-(methylsulfonyl)piperidin-4-yl)pyrido[3,4-d]pyrimidin-2-amine